[Cl-].[Cl-].CC1(C=C(C=C1)CCCC)[Ti+2]C1(C=C(C=C1)CCCC)C Bis(1-methyl-3-n-butylcyclopentadienyl)titanium dichloride